[NH4+].O[C@@H](C(=O)[O-])C(CO)(C)C (R)-2,4-dihydroxyl-3,3-dimethylbutyric acid ammonium salt